CC(CCO)CCCC(CCCC(C)C)C 3,7,11-trimethyldodecanol